[Ga].[Mn].[Ni] nickel-manganese-gallium